Cl.C(CC)N[C@@H](C)C(=O)O.CC(CCOC=1C=C(C=CC1)C1=C(N=C(S1)NS(=O)(=O)C1=CC(=CC=C1)NC)C1=C(C=CC=C1)C(C)C)(C)C N-(5-(3-(3,3-dimethylbutoxy)phenyl)-4-(2-isopropylphenyl)thiazol-2-yl)-3-(methylamino)benzenesulfonamide propyl-L-alaninate hydrochloride